tert-butyl (3S,5S)-4-(dimethylcarbamoyl)-3,5-dimethylpiperazine-1-carboxylate CN(C(=O)N1[C@H](CN(C[C@@H]1C)C(=O)OC(C)(C)C)C)C